2-(4,4-difluoroazepan-1-yl)-5-(4-methoxyphenyl)-4-methyl-N-(3-(S-methylsulfonimidoyl)phenyl)nicotinamide FC1(CCN(CCC1)C1=C(C(=O)NC2=CC(=CC=C2)S(=O)(=N)C)C(=C(C=N1)C1=CC=C(C=C1)OC)C)F